C(C)(C)(C)OC(NCC1=CC(=CC=C1)[C@H]1C[C@@H]([C@@H]2OC(O[C@@H]21)(C)C)O)=O Tert-butyl(3-((3aR,4R,6S,6aS)-6-hydroxy-2,2-dimethyltetrahydro-4H-cyclopenta[d][1,3]dioxol-4-yl)benzyl)carbamate